FC1=CC=C(C=C1)C(=O)N1CC2(C1)CC(C2)N(C=2C1=C(N=CN2)NC=C1)C (4-Fluorophenyl)(6-(methyl(7H-pyrrolo[2,3-d]pyrimidin-4-yl)amino)-2-azaspiro[3.3]heptan-2-yl)methanon